methyl 3-fluoro-4-nitro-5-(oxetan-3-yloxy)benzoate FC=1C=C(C(=O)OC)C=C(C1[N+](=O)[O-])OC1COC1